tert-butyl 3-[6-chloro-5-(methoxymethoxy)pyridin-3-yl]-3-hydroxyazetidine-1-carboxylate ClC1=C(C=C(C=N1)C1(CN(C1)C(=O)OC(C)(C)C)O)OCOC